C1N=CC=2C(=NC=CC21)C(=O)O 1H-pyrrolo[3,4-c]Pyridine-4-carboxylic acid